(4-(aminomethyl)piperidin-1-yl)(4-((3-(3-chloro-4-cyclopropoxyphenyl)imidazo[1,2-a]pyrazin-8-yl)amino)-2-methylphenyl)methanone formate C(=O)O.NCC1CCN(CC1)C(=O)C1=C(C=C(C=C1)NC=1C=2N(C=CN1)C(=CN2)C2=CC(=C(C=C2)OC2CC2)Cl)C